[5-[3-chloro-6-fluoro-2-[2-(4-fluorophenyl) ethyl] phenyl]-1,3-dimethyl-6-oxo-pyridazin-4-yl] 2-methylpropionate CC(C(=O)OC=1C(=NN(C(C1C1=C(C(=CC=C1F)Cl)CCC1=CC=C(C=C1)F)=O)C)C)C